3-[2-(benzenesulfonamido)-2-[6-[2-(1H-imidazol-2-yl)ethoxy]-1,3-benzothiazol-2-yl]ethyl]-N'-hydroxy-benzamidine C1(=CC=CC=C1)S(=O)(=O)NC(CC=1C=C(C(=NO)N)C=CC1)C=1SC2=C(N1)C=CC(=C2)OCCC=2NC=CN2